ClC1=NC(=CC(=N1)NC(C1=C(C=C(C=C1)[N+](=O)[O-])N1CCC2(CC2)CC1)=O)C N-(2-Chloro-6-methylpyrimidin-4-yl)-4-nitro-2-(6-azaspiro[2.5]octan-6-yl)benzamide